C(CCC)N(C(=O)Cl)CCCC N,N-dibutyl-carbamoyl chloride